4-(7-chlorothieno[2,3-c]pyridin-2-yl)-5-(diazanylcarbonyl)-6-{[(4-fluorophenyl)oxy]methyl}-2-(2-methylpropyl)pyridine-3-carboxamide ClC=1N=CC=C2C1SC(=C2)C2=C(C(=NC(=C2C(=O)NN)COC2=CC=C(C=C2)F)CC(C)C)C(=O)N